bis(1,2,2,6,6-pentamethyl-4-piperidyl)-decanedioate CN1C(CC(CC1(C)C)OC(CCCCCCCCC(=O)OC1CC(N(C(C1)(C)C)C)(C)C)=O)(C)C